2-methoxy-N-(1-methyl-3-(4'-(oxetan-3-yloxy)-4,5,5',6'-tetrahydro-2H-spiro[furan-3,8'-pyrano[3,4-b]pyridin]-2'-yl)-1H-pyrrolo[2,3-c]pyridin-5-yl)acetamide COCC(=O)NC=1C=C2C(=CN1)N(C=C2C2=CC(=C1C(=N2)C2(OCC1)COCC2)OC2COC2)C